ClC1=C(C(=C2C=NN(C2=C1)C1OCCCC1)B(O)O)C(F)F (6-chloro-5-(difluoromethyl)-1-(tetrahydro-2H-pyran-2-yl)-1H-indazol-4-yl)boronic acid